1-ethyl-6-(4-methoxypyrrolo[2,1-F][1,2,4]triazin-5-yl)-2-methyl-1H-imidazo[4,5-b]pyridine C(C)N1C(=NC2=NC=C(C=C21)C=2C=CN1N=CN=C(C12)OC)C